bromo-2-(bromomethyl)benzoic acid methyl ester COC(C1=C(C(=CC=C1)Br)CBr)=O